COC(=O)C1=NN(C2=C1C=NC(=C2)Cl)C2=C(C=C(C(=C2)SCCO)N)OC 1-(4-Amino-5-((2-hydroxyethyl)thio)-2-methoxyphenyl)-6-chloro-1H-pyrazolo[4,3-c]pyridine-3-carboxylic acid methyl ester